N=1C=NN2C1C=C(C=C2)OC2=C(C=C(C=C2)NC2=NC=NC1=CC=C3C(=C21)OC[C@@H]2N3CCN(C2)C(=O)OC)C methyl (R)-4-((4-([1,2,4]triazolo[1,5-a]pyridin-7-yloxy)-3-methylphenyl)amino)-6a,7,9,10-tetrahydropyrazino[1',2':4,5][1,4]oxazino[2,3-f]quinazoline-8(6H)-carboxylate